[2-thienylmethylene]ruthenium(II) dichloride S1C(=CC=C1)C=[Ru-2](Cl)Cl